CN1CC2(CC1C(=O)O)CCN(CC2)C(=O)C=2C(=NC=CC2)NC 2-methyl-8-{[2-(methylamino)-3-pyridinyl]carbonyl}-2,8-diazaspiro[4.5]decane-3-carboxylic acid